CC=1C(=C(C(C1)(C)[La](C1(C(=C(C(=C1)C)C)C)C)C1(C(=C(C(=C1)C)C)C)C)C)C tris(tetramethylcyclopentadienyl)lanthanum